NC=1C=C(OC=2C3=C(N=C(N2)C2(CC(=C(C=C2)N(C)CCN(C)C)F)N)NC=C3)C=CC1 4-(4-(3-aminophenoxy)-7H-pyrrolo[2,3-d]pyrimidin-2-yl)-N1-(2-(dimethylamino)ethyl)-2-fluoro-N1-methylbenzene-1,4-diamine